4-(3,5-dimethyl-1H-pyrazol-1-yl)-N-(4-fluorocyclohexyl)-6-(2-oxa-6-azaspiro[3.3]heptan-6-yl)pyrimidin-2-amine CC1=NN(C(=C1)C)C1=NC(=NC(=C1)N1CC2(COC2)C1)NC1CCC(CC1)F